6-bromo-4-chloro-2-cyclopropyl-8-fluoroquinoline BrC=1C=C2C(=CC(=NC2=C(C1)F)C1CC1)Cl